Methyl (S)-4-(1-(1-(3-(2-((methylsulfonyl)oxy)ethoxy)benzyl)-6-(trifluoromethyl)-2,3-dihydro-1H-imidazo[1,2-b]pyrazole-7-carboxamido)ethyl)benzoate CS(=O)(=O)OCCOC=1C=C(CN2CCN3N=C(C(=C32)C(=O)N[C@@H](C)C3=CC=C(C(=O)OC)C=C3)C(F)(F)F)C=CC1